COC(=O)C1=C(C=NC=C1)NC[C@@H]1CCCC2=C(C(=CC=C12)OC)C 3-({[(1R)-6-methoxy-5-methyl-1,2,3,4-tetrahydronaphthalen-1-yl]methyl}amino)pyridine-4-carboxylic acid methyl ester